3-[(4-bromophenyl)amino]propanoic acid BrC1=CC=C(C=C1)NCCC(=O)O